4-(benzo[d]oxazol-2-yl)-2,6-dimethoxyphenol O1C(=NC2=C1C=CC=C2)C2=CC(=C(C(=C2)OC)O)OC